dimethoxybiphenyl ethyl-2-(bicyclo[1.1.1]pentan-1-yl(2-oxoethyl)amino)-2-oxoacetate C(C)OC(C(=O)N(CC=O)C12CC(C1)C2)=O.COC2=CC=C(C=C2)C2=CC=C(C=C2)OC